6-(3-methoxy-2-methylphenyl)-2-(5-(2-methoxyethoxy)pyrimidin-2-yl)-5,6,7,8-tetrahydrophthalazin-1(2H)-one COC=1C(=C(C=CC1)C1CC=2C=NN(C(C2CC1)=O)C1=NC=C(C=N1)OCCOC)C